C1(=CC=CC=C1)S(=O)(=O)OC1=C(C=CC=C1)NC(=O)NC1=CC=C(C=C1)OS(=O)(=O)C1=CC=C(C=C1)CC 2-(benzenesulfonyloxy)phenyl-N'-[4-(p-ethylbenzenesulfonyloxy)phenyl]urea